ClC=1C=C(C=C(C1OC=1C=C2C3=C(NC2=CC1)COCC31CC(C1)O)Cl)N1N=C(C(NC1=O)=O)C#N 2-(3,5-dichloro-4-((3-hydroxy-1',9'-dihydro-3'H-spiro[cyclobutane-1,4'-pyrano[3,4-b]indol]-6'-yl)oxy)phenyl)-3,5-dioxo-2,3,4,5-tetrahydro-1,2,4-triazine-6-carbonitrile